6-(2-ethoxy-2-oxoethyl)-4H-pyrrolo[2,3-D]thiazole-4-carboxylic acid tert-butyl ester C(C)(C)(C)OC(=O)N1C=C(C2=C1N=CS2)CC(=O)OCC